N1C=CC=2C1=NC=C(C2)OC2=C(C(=O)[O-])C=CC(=C2)N2CCC1(CC(C1)N1[C@@H](CCC1)C1=C(C=CC=C1)C(C)C)CC2 (S)-2-((1H-pyrrolo[2,3-b]pyrid-5-yl)oxy)-4-(2-(2-(2-isopropylphenyl)pyrrolidin-1-yl)-7-azaspiro[3.5]non-7-yl)benzoate